1-(2-Methoxy-ethyl)-1H-pyrazole-4-carboxylic acid (4-methoxy-7-morpholin-4-yl-thiazolo[4,5-c]pyridin-2-yl)-amide COC1=NC=C(C2=C1N=C(S2)NC(=O)C=2C=NN(C2)CCOC)N2CCOCC2